C(C)(C)N(CCC)CC1=CC2=C(C(N(C=C2C(F)(F)F)C2=CC(=CC=C2)C2(CCC2)C2=NN=CN2C)=O)N1 2-[[isopropyl(propyl)amino]methyl]-6-[3-[1-(4-methyl-1,2,4-triazol-3-yl)cyclobutyl]phenyl]-4-(trifluoromethyl)-1H-pyrrolo[2,3-c]pyridin-7-one